tert-butyl (S)-(1-(5-iodopyrazin-2-yl)-4'H,6'H-spiro[piperidine-4,5'-pyrrolo[1,2-b]pyrazol]-4'-yl)carbamate IC=1N=CC(=NC1)N1CCC2([C@@H](C=3N(N=CC3)C2)NC(OC(C)(C)C)=O)CC1